C(C)C1=CC=C(C=N1)OC1=C(C=C(C=C1)NC=1C2=C(N=CN1)C=CC(=N2)N2CCN(CC2)C(=O)OC(C)(C)C)C tert-butyl 4-(4-((4-((6-ethylpyridin-3-yl)oxy)-3-methylphenyl)amino)pyrido[3,2-d]pyrimidin-6-yl)piperazine-1-carboxylate